tertbutyl 4-(4-((4-([1,2,4]triazolo[1,5-a]pyridin-7-yloxy)-3-methylphenyl)amino)pyrrolo[2,1-f][1,2,4]triazin-5-yl)azepane-1-carboxylate N=1C=NN2C1C=C(C=C2)OC2=C(C=C(C=C2)NC2=NC=NN1C2=C(C=C1)C1CCN(CCC1)C(=O)OC(C)(C)C)C